Allyl (5S,10S,13S)-10,13-bis(4-diazo-3-oxobutyl)-5-(ethoxycarbonyl)-1-(9H-fluoren-9-yl)-3,8,11-trioxo-2-oxa-4,9,12-triazatetradecan-14-oate [N+](=[N-])=CC(CC[C@H](NC(CC[C@H](NC(OCC1C2=CC=CC=C2C=2C=CC=CC12)=O)C(=O)OCC)=O)C(N[C@H](C(=O)OCC=C)CCC(C=[N+]=[N-])=O)=O)=O